FC=1C=C(CNC(=O)C2=CC=C(S2)C2=C(C(=NC(=C2C(=O)N)CC(C)C)CC(OC)C2=CC=C(C=C2)F)C=2OC(=NN2)C)C=CC1F 4-(5-((3,4-difluorobenzyl)carbamoyl)thiophen-2-yl)-6-(2-(4-fluorophenyl)-2-methoxyethyl)-2-isobutyl-5-(5-methyl-1,3,4-oxadiazol-2-yl)nicotinamide